C1(CC1)C=1C=C(C=C(C1)C1=C(C=C(C=C1)F)C1=NN=CN1C)C=1OC2=C(N1)C=C(C=C2F)CO (2-(5-Cyclopropyl-4'-fluoro-2'-(4-methyl-4H-1,2,4-triazol-3-yl)-[1,1'-biphenyl]-3-yl)-7-fluorobenzo[d]oxazol-5-yl)methanol